C1(=C(C=CC=C1)C1=CC=NN=N1)C1=CC=CC=C1 6-biphenylyl-triazine